diazinecarboxylate N1=NC(=CC=C1)C(=O)[O-]